1-[2-(1H-1,3-benzodiazol-1-yl)propanoyl]-4-fluoro-N-{[3-fluoro-4-(1-methylcyclopropyl)phenyl](phenyl)methyl}pyrrolidine-2-carboxamide N1(C=NC2=C1C=CC=C2)C(C(=O)N2C(CC(C2)F)C(=O)NC(C2=CC=CC=C2)C2=CC(=C(C=C2)C2(CC2)C)F)C